N-(2,6-difluoro-4-(8-(1-methyl-6-(trifluoromethyl)-1H-benzo[d]imidazol-5-yl)indolizine-3-carbonyl)phenyl)-2,3,5,6-tetrafluoro-4-(methylthio)benzamide FC1=C(C(=CC(=C1)C(=O)C1=CC=C2C(=CC=CN12)C1=CC2=C(N(C=N2)C)C=C1C(F)(F)F)F)NC(C1=C(C(=C(C(=C1F)F)SC)F)F)=O